COC1=C(CNC2=NC=3C=CC=NC3C3=C2C(OCC(N3)CCCCC)=O)C=CC(=C1)OC 6-((2,4-dimethoxybenzyl)amino)-2-pentyl-2,3-dihydro-[1,4]oxazepino[6,5-c][1,5]naphthyridin-5(1H)-one